(R*)-tert-butyl 8-((2,2-difluoroethoxy)methyl)-11,11-difluoro-3,4,8,9,10,11-hexahydro-1H-pyrido[4',3':3,4]pyrazolo[1,5-a]azepine-2(7H)-carboxylate FC(COC[C@@H]1CCC(C=2N(C1)N=C1C2CN(CC1)C(=O)OC(C)(C)C)(F)F)F |o1:5|